BrC=1C=C2C=CN(C(C2=CC1F)=O)C[C@H]1C[C@H](CCC1)NC=1C=NN(C(C1C(F)(F)F)=O)COCC[Si](C)(C)C 6-bromo-7-fluoro-2-[[(1R,3S)-3-[[6-oxo-5-(trifluoromethyl)-1-(2-trimethylsilylethoxymethyl)pyridazin-4-yl]amino]cyclohexyl]methyl]isoquinolin-1-one